(2-{4,4-Dimethyl-9-oxo-1,10-diazatricyclo[6.4.0.02,6]dodeca-2(6),7-dien-10-yl}-4-{1-methyl-5-[(5-methyl-1,3-oxazol-2-yl)amino]-6-oxo-1,6-dihydropyridin-3-yl}pyridin-3-yl)methyl Acetate C(C)(=O)OCC=1C(=NC=CC1C1=CN(C(C(=C1)NC=1OC(=CN1)C)=O)C)N1C(C2=CC=3CC(CC3N2CC1)(C)C)=O